O=C1N(C(C2=CC=CC=C12)=O)[C@H](C(=O)Cl)C (2S)-2-(1,3-dioxo-1,3-dihydro-2H-isoindol-2-yl)propanoyl chloride